N1=C(N=CC=C1)C1C(C1)C(=O)O 2-(pyrimidin-2-yl)cyclopropane-1-carboxylic acid